C(C1=CC=CC=C1)OCC1C(CC[C@@H]2C(CCC[C@@]12C)(C)C)=O (4aR,8aR)-1-((benzyl-oxy)methyl)-5,5,8a-trimethyl-octahydronaphthalen-2(1H)-one